FC1=C(C=CC=C1)C1=CC=C(C=C1)CCCC(=O)NC1=CC=NC=C1 4-(2'-Fluoro-[1,1'-biphenyl]-4-yl)-N-(pyridin-4-yl)butanamide